C(C)OC(CCCCOC=1C2=C(C=3N=C(C(N(C3C1)C(C)=O)=O)C(C)C)C=CC=C2)=O 5-((4-Acetyl-2-isopropyl-3-oxo-3,4-dihydrobenzo[f]quinoxalin-6-yl)oxy)pentanoic acid ethyl ester